C(C)(C)(C)OC(=O)NC1=CC=C(C=N1)CCC(=O)[O-] 3-(6-((tert-butoxycarbonyl)amino)pyridin-3-yl)propanoate